ethyl 2-(1-phenylcyclopropyl)-1H-imidazole-5-carboxylate C1(=CC=CC=C1)C1(CC1)C=1NC(=CN1)C(=O)OCC